C(CCCCCCCCCCCCCCCCCCC)(=O)OC1C(OCC1)(COP(=O)(OC1=CC=CC=C1)N[C@H](C(=O)OC(C)C)C)C#C 2-ethynyl-2-((((((S)-1-isopropoxy-1-oxopropan-2-yl)amino)(phenoxy)phosphoryl)oxy)methyl)tetrahydrofuran-3-yl icosanoate